(1R,2S,3S,Z)-2-methyl-5-(2-((1R,3aS,7aR,E)-7a-methyl-1-((R)-1-morpholinopropane-2-yl)octahydro-4H-inden-4-ylidene)ethylidene)-4-methylenecyclohexane-1,3-diol C[C@H]1[C@@H](C/C(/C([C@H]1O)=C)=C/C=C\1/[C@@H]2CC[C@@H]([C@]2(CCC1)C)[C@H](CN1CCOCC1)C)O